ClC=1C(=NC(=NC1)NC=1C(=NN(C1)C1CCN(CC1)C)C)NCCCN1C(N(CCC1)C)=O 1-(3-((5-chloro-2-((3-methyl-1-(1-methylpiperidin-4-yl)-1H-pyrazol-4-yl)amino)pyrimidin-4-yl)amino)propyl)-3-methyltetrahydropyrimidin-2(1H)-one